(1r,4r)-N1-(7-methoxy-8-methylpyrido[4,3-d]pyrimidin-2-yl)-N4,N4-dimethylcyclohexane-1,4-diamine COC1=C(C=2N=C(N=CC2C=N1)NC1CCC(CC1)N(C)C)C